6-bromo-7-(((3R,5R)-1-methyl-5-(4-(2-(piperazin-1-yl)ethoxy)phenyl)piperidin-3-yl)amino)-5H-thiazolo[3,2-a]pyrimidin-5-one BrC1=C(N=C2N(C1=O)C=CS2)N[C@H]2CN(C[C@H](C2)C2=CC=C(C=C2)OCCN2CCNCC2)C